(5,8-Dimethyl-5,7-diazatricyclo[7.3.0.02,6]dodeca-1,6,8-trien-11-yl)methanol CN1CCC2=C3CC(CC3=C(N=C12)C)CO